C(C)SC1=NN2C(N=CC(=C2)C2=CC=CC=C2)=C1C1=NC2=C(C=NC(=C2)C(F)(F)F)N1C 2-(2-(ethylsulfanyl)-6-phenylpyrazolo[1,5-a]pyrimidin-3-yl)-3-methyl-6-(trifluoromethyl)-3H-imidazo[4,5-c]pyridine